OCC(CO)OCC(COC(CO)CO)(COC(CO)CO)COC1=CC=C(C=C1)\C=C\C1=CC(=CC(=C1)OC)OC (E)-2,2'-((2-(((1,3-dihydroxypropan-2-yl)oxy)methyl)-2-((4-(3,5-dimethoxystyryl)phenoxy)methyl)propane-1,3-diyl)bis(oxy))bis(propane-1,3-diol)